CC1(C=2C=CC=CC2C=2C3=C(C(=CC12)B1OC(C(O1)(C)C)(C)C)C=CC=C3)C 2-(7,7-dimethyl-7H-benzo[c]Fluoren-5-yl)-4,4,5,5-tetramethyl-1,3,2-dioxaborolane